(E)-1-(5-hydroxy-7-methoxy-2,2-dimethyl-2H-chromen-6-yl)-3-(4-isopropylphenyl)prop-2-en-1-one OC1=C2C=CC(OC2=CC(=C1C(\C=C\C1=CC=C(C=C1)C(C)C)=O)OC)(C)C